benzyl (2R,4R)-4-methoxy-2-[[2-[(2-methoxy-2-methyl-propyl)amino]-2-oxo-1-(3-pyridyl)ethyl]-[4-(pentafluoro-λ6-sulfanyl)phenyl]carbamoyl]pyrrolidine-1-carboxylate CO[C@@H]1C[C@@H](N(C1)C(=O)OCC1=CC=CC=C1)C(N(C1=CC=C(C=C1)S(F)(F)(F)(F)F)C(C(=O)NCC(C)(C)OC)C=1C=NC=CC1)=O